(3-bromo-pyridin-4-yl)-acetonitrile BrC=1C=NC=CC1CC#N